4-(6-aminobenzoxazolyl)benzene NC1=CC2=C(N=C(O2)C2=CC=CC=C2)C=C1